(3R)-3-({2-[3-(methylsulfanyl)phenyl][1,2,4]triazolo[1,5-c]quinazolin-5-yl}amino)azepin-2-one CSC=1C=C(C=CC1)C1=NN2C(=NC=3C=CC=CC3C2=N1)NC=1C(N=CC=CC1)=O